(E)-3-cyclopropyl-1-(pyridin-3-yl)prop-2-en-1-one C1(CC1)/C=C/C(=O)C=1C=NC=CC1